BrC1=C(C=C(C=C1)CC1CC1)OC bromo-4-(cyclopropylmethyl)-2-methoxybenzene